methoxyl-flavone O(C)C1=C(OC2=CC=CC=C2C1=O)C1=CC=CC=C1